BrC=1C(=NC(=NC1)NC1=C(C=C(C(=C1)[N+](=O)[O-])F)OC)N 5-bromo-N2-(4-fluoro-2-methoxy-5-nitrophenyl)-pyrimidine-2,4-diamine